N1(C=NC=C1)C=1N=C(C2=C(N1)C=CN2)C(=O)NC2=CC=C(C=C2)OCCOC 2-(1H-imidazol-1-yl)-N-(4-(2-methoxyethoxy)phenyl)-5H-pyrrolo[3,2-d]pyrimidine-4-carboxamide